CC1C(C(CC(=C1)C)C)C=O 2,4,6-trimethyl-cyclohex-3-enecarbaldehyde